2-methyl-5-(1-methyl-1,2,4-triazol-3-yl)aniline CC1=C(N)C=C(C=C1)C1=NN(C=N1)C